2,6-di-t-butyl-hydroxytoluene CC1=C(C=CC(=C1C(C)(C)C)O)C(C)(C)C